diethyleneglycol bis(3-aminopropyl) ether NCCCOCCOCCOCCCN